tris(8-quinolinyl)aluminum (III) N1=CC=CC2=CC=CC(=C12)[Al](C=1C=CC=C2C=CC=NC12)C=1C=CC=C2C=CC=NC12